BrC1=CC=C2C(=NN(C(C2=C1)=O)CC(=O)OC)CCO methyl 2-(7-bromo-4-(2-hydroxyethyl)-1-oxophthalazin-2(1H)-yl)acetate